C(CCCCC)C(C(=O)OCCCCCC[NH+](CCCCO)CCCCCCOC(C(CCCCCCCC)CCCCCC)=O)CCCCCCCC (6-((2-hexyldecanoyl)oxy)-N-(6-((2-hexyldecanoyl)oxy)hexyl)-N-(4-hydroxybutyl)hexan-1-aminium)